dithionous acid (dithionite) S(=O)(O)S(=O)O.S(=O)(O)S(=O)O